NC1=NC(N(C=C1)[C@@H]1O[C@@H](CC1)CO)=O 4-amino-1-((2R,5S)-5-(hydroxymethyl)tetrahydrofuran-2-yl)pyrimidin-2(1H)-one